(S)-N-(4-(2-(aminomethyl)pyrrolidin-1-yl)-1-methyl-2-(trifluoromethyl)-1H-benzo[d]imidazol-5-yl)-2-(2,6-difluorophenyl)-3-oxo-2,3-dihydropyridazine-4-carboxamide NC[C@H]1N(CCC1)C1=C(C=CC=2N(C(=NC21)C(F)(F)F)C)NC(=O)C=2C(N(N=CC2)C2=C(C=CC=C2F)F)=O